CCC(C#CC#CC(C(C(C(CCCCCC)O)O)O)O)O heptadeca-4,6-diyne-3,8,9,10,11-pentaol